C(C)(C)(CC)O[Si](O)(OC(C)(C)CC)OC(C)(C)CC tris(tert-pentoxy)silanol